N[C@H]1[C@H](C2=CC=CC=C2C1)NC(=O)C1=CN(CCS1)C1=C2C(=NC=C1)NC=C2 N-((1S,2R)-2-amino-2,3-dihydro-1H-inden-1-yl)-4-(1H-pyrrolo[2,3-b]pyridin-4-yl)-3,4-dihydro-2H-1,4-thiazine-6-carboxamide